4-bromo-7-fluorobenzo[d]isoxazol-3-amine BrC1=CC=C(C2=C1C(=NO2)N)F